tert-butyl 2,4-dioxo-3-(4-(4,4,5,5-tetramethyl-1,3,2-dioxaborolan-2-yl)phenyl)-1,3,7-triazaspiro[4.5]decane-7-carboxylate O=C1NC2(C(N1C1=CC=C(C=C1)B1OC(C(O1)(C)C)(C)C)=O)CN(CCC2)C(=O)OC(C)(C)C